(3S)-3-{[(3S)-3-methylpyrrolidin-1-yl]carbonyl}-3,4-dihydro-1H-isoquinoline-2-carboxylic acid tert-butyl ester C(C)(C)(C)OC(=O)N1CC2=CC=CC=C2C[C@H]1C(=O)N1C[C@H](CC1)C